[Cl-].C(C=C)(=O)OCC[N+](C)(C)C [2-(acryloyloxy)ethyl]trimethylammonium chloride